(3S)-4-(2,2-dimethylpropanoyl)-3-(methoxymethyl)-3,5-dihydro-2H-1,4-benzoxazepine-8-carboxamide CC(C(=O)N1[C@H](COC2=C(C1)C=CC(=C2)C(=O)N)COC)(C)C